N,N-bis(1-methylheptyl)-p-phenylenediamine C1=CC(=CC=C1N)OC2C(C(C(C(O2)CO)O)O)O